N-(5-bromo-3-pyridinyl)-2,2-dimethylpropanamide BrC=1C=C(C=NC1)NC(C(C)(C)C)=O